(6R)-6-(5-chloro-2-methoxyphenyl)-6-methyl-3-(trifluoromethyl)-4H-pyrrolo[2,3-d]isoxazol ClC=1C=CC(=C(C1)[C@@]1(CNC=2C(=NOC21)C(F)(F)F)C)OC